N1=C(C=CC=C1)SSCCCC(=O)ON1C(C(CC1=O)S(=O)(=O)O)=O 4-(2-pyridyldithio)-butyric acid, 2,5-dioxo-3-sulfo-1-pyrrolidinyl ester